N-((1R,3s,5S)-8-benzyl-8-azabicyclo[3.2.1]octan-3-yl)-2,3,4,9-tetrahydro-1H-carbazole C(C1=CC=CC=C1)N1[C@H]2CC(C[C@@H]1CC2)N2C1=CC=CC=C1C=1CCCCC21